BrC1=CC=C(C=C1)N1C(=NC(=C1C)C(=O)O)C1=C(C=C(C=C1)Cl)Cl 1-(4-Bromophenyl)-2-(2,4-dichlorophenyl)-5-methyl-1H-imidazole-4-carboxylic acid